5-chloro-2,2-dimethyl-N-(3-methyl-1-(2-(1-methylpiperidin-4-yl)ethyl)-1H-indazol-6-yl)-2H-chromen-6-carboxamide ClC1=C2C=CC(OC2=CC=C1C(=O)NC1=CC=C2C(=NN(C2=C1)CCC1CCN(CC1)C)C)(C)C